COC1=NC2=C(C=CC=C2C=C1C(=O)N)OC[C@H]1NC(CC1)=O 2-methoxy-8-((S)-5-oxo-pyrrolidin-2-ylmethoxy)-quinoline-3-carboxylic acid amide